Cl.FC1=CC=C(C=C1)CC1=CC=C(OCCCN(CCC(=O)O)C)C=C1 3-[[3-[4-[(4-fluorophenyl)methyl]phenoxy]propyl]methylamino]propanoic acid, monohydrochloride